ClC=1C(=C(NC=2C(=NC(=C(N2)NC)C2=NC3=C(C=NC=C3)N2C)C(=O)N)C=CC1N1CCOCC1)F 3-(3-Chloro-2-fluoro-4-morpholino-anilino)-5-(methylamino)-6-(3-methylimidazo[4,5-c]pyridin-2-yl)pyrazine-2-carboxamide